(E)-2-hydroxypropionic acid OC(C(=O)O)C